C[C@H]1[C@@H](C[C@H]([C@@H](O1)O[C@H](C)CCCC/C=C/C(=O)O)O)OC(=O)C2=CC=C(C=C2)O The molecule is a 4-O-(p-hydroxybenzoyl)ascaroside derived from (2E,8R)-8-hydroxynon-2-enoic acid. It is a metabolite of the nematode Caenorhabditis elegans. It has a role as a Caenorhabditis elegans metabolite. It is a 4-O-(p-hydroxybenzoyl)ascaroside, an (omega-1)-hydroxy fatty acid ascaroside and an alpha,beta-unsaturated monocarboxylic acid. It derives from an ascr#3 and a (2E,8R)-8-hydroxynon-2-enoic acid.